(4Z,7S,8E,12E,14E,16R,17S,19Z)-7,16,17-Trihydroxydocosadecene-4,8,12,14,19-Pentaene-10-ynoic acid methyl ester COC(C=C=C=C=C=C(\C=C\C#CC=C=C=C=C(C(=C=C=C=C=C)O)O)O)=O